OC1=C(C(=O)OC(CCCCC)(CC)CC)C=CC=C1 diethylhexyl hydroxybenzoate